2-(6-(5-chloro-1-((2-cyclopropylpyrimidin-5-yl)methyl)-1H-indazole-7-carboxamido)spiro[3.3]hept-2-yl)acetic acid ClC=1C=C2C=NN(C2=C(C1)C(=O)NC1CC2(CC(C2)CC(=O)O)C1)CC=1C=NC(=NC1)C1CC1